C(C)(C)(C)OC(=O)N1CC(C1)C1=CC(=C2C(=NC=NN21)N)C2=CC=C(C=C2)N 3-[4-amino-5-(4-aminophenyl)pyrrolo[2,1-f][1,2,4]triazin-7-yl]azetidine-1-carboxylic acid tert-butyl ester